N-(4-hydroxy-3-(methylsulfonyl)phenyl)-2-(4-(4-(trifluoromethylthio)phenoxy)phenyl)acetamide OC1=C(C=C(C=C1)NC(CC1=CC=C(C=C1)OC1=CC=C(C=C1)SC(F)(F)F)=O)S(=O)(=O)C